N-(1-Hydroxybutan-2-yl)-6-(4-methylphenyl)-2-(1-methyl-1H-pyrazol-4-yl)-3-oxo-2,3-dihydropyridazine-4-carboxamide OCC(CC)NC(=O)C=1C(N(N=C(C1)C1=CC=C(C=C1)C)C=1C=NN(C1)C)=O